6-(2-hydroxy-2-(3-methoxyphenyl)acetyl)-2-(1-phenylcyclopropyl)-5,6,7,8-tetrahydropyrido[4,3-d]pyrimidin-4(3H)-one OC(C(=O)N1CC2=C(N=C(NC2=O)C2(CC2)C2=CC=CC=C2)CC1)C1=CC(=CC=C1)OC